5-(4-chlorophenyl)-1,3,4-oxadiazol-2(3H)-one ClC1=CC=C(C=C1)C1=NNC(O1)=O